OC(C)(C)C1=CN(CS1)C 5-(2-hydroxy-prop-2-yl)-N-methylthiazole